C(C)(SCC1C2CC(CC12)NC(=O)OCC1=CC=CC=C1)=O S-((3-(((Benzyloxy)carbonyl)amino)bicyclo[3.1.0]hexan-6-yl)methyl) ethanethioate